BrC1=NC(=CC(=C1)N(COCC[Si](C)(C)C)C)Br 2,6-dibromo-N-methyl-N-((2-(trimethylsilyl)ethoxy)methyl)pyridin-4-amine